5-fluoro-4-(9-fluoro-4-methyl-3,4-dihydro-1H-benzo[4,5]imidazo[2,1-c][1,4]oxazin-7-yl)-N-(5-((4-(1-methylpiperidin-4-yl)piperazin-1-yl)methyl)pyridin-2-yl)pyrimidin-2-amin FC=1C(=NC(=NC1)NC1=NC=C(C=C1)CN1CCN(CC1)C1CCN(CC1)C)C1=CC2=C(N=C3COCC(N32)C)C(=C1)F